C(C)(=O)N1CCC(CC1)N1CC(CCCC1)N1C=CC2=C(C=CC(=C12)C)F N-(1-(1-acetylpiperidin-4-yl)azepan-3-yl)-4-fluoro-7-methyl-1H-indole